ClC=1C=C2C(=CN1)N(C(=C2)C=2C(=C1CCN(C1=CC2)C(=O)OC(C)(C)C)C)C tert-butyl 5-[5-chloro-1-methylpyrrolo[2,3-c]pyridin-2-yl]-4-methyl-2,3-dihydroindole-1-carboxylate